2-fluoro-4-(3-hydroxyoxetan-3-yl)benzoic acid FC1=C(C(=O)O)C=CC(=C1)C1(COC1)O